CC1=C(C=CC(=C1)C)C=1C=C2C=NN(C(C2=CC1)=O)C1=CC=C(C=C1)COC 6-(2,4-dimethylphenyl)-2-(4-(methoxymethyl)phenyl)phthalazin-1(2H)-one